ethylene glycol bis(3-mercaptopentanoate) SC(CC(=O)OCCOC(CC(CC)S)=O)CC